(2,2'-dimethyl-[1,1'-biphenyl]-3,3'-diyl)bis(6-(2,2-difluoroethyl)-5,6,7,8-tetrahydro-1,6-naphthyridine-2-carboxamide) CC1=C(C=CC=C1C=1C(=NC=2CCN(CC2C1)CC(F)F)C(=O)N)C1=C(C(=CC=C1)C=1C(=NC=2CCN(CC2C1)CC(F)F)C(=O)N)C